5-[4-[[(2R)-azetidin-2-yl]methoxy]-2-methyl-pyrazol-3-yl]-N-(6-pyrazol-1-ylpyrazin-2-yl)pyrazolo[1,5-a]pyridin-2-amine N1[C@H](CC1)COC1=C(N(N=C1)C)C1=CC=2N(C=C1)N=C(C2)NC2=NC(=CN=C2)N2N=CC=C2